C(C)(C)(C)OC(=O)N1CC([C@@H](CC1)N)(F)F (4R)-4-amino-3,3-difluoro-piperidine-1-carboxylic acid tert-butyl ester